NC(C(=O)OC1=C(C=CC=C1)C(NC=1SC(=CN1)[N+](=O)[O-])=O)C(CC)C 2-(5-nitrothiazol-2-ylcarbamoyl)phenyl 2-amino-3-methylpentanoate